isotridecyl laurate C(CCCCCCCCCCC)(=O)OCCCCCCCCCCC(C)C